(R)-3-ethyl-6,7-difluoro-2-(1-(4-methyl-1,4-diazepan-1-yl)butyl)quinazolin-4(3H)-one C(C)N1C(=NC2=CC(=C(C=C2C1=O)F)F)[C@@H](CCC)N1CCN(CCC1)C